4-(1,1,2,2,2-pentafluoroethyl)benzamide FC(C(F)(F)F)(F)C1=CC=C(C(=O)N)C=C1